N-(2-([1,4'-Bipiperidin]-1'-yl)-5-bromopyridin-3-yl)benzene-sulfonamide N1(CCCCC1)C1CCN(CC1)C1=NC=C(C=C1NS(=O)(=O)C1=CC=CC=C1)Br